heptane-1,7-dialdehyde C(CCCCCC=O)=O